Indium-Oxid [O-2].[In+3].[O-2].[O-2].[In+3]